C(CCCCC)C(CCOC(C(CCCCCCCC(=O)OCCCCCCCCCC)N)=O)CCCCCC 6-(4-(decyloxy)-4-oxobutyl)-aminocaproic acid-3-hexylnonyl ester